1-methyl-7-[4-(4-methylpiperazin-1-yl)anilino]-3-[(4S)-8-methyl-1-(2,2,2-trifluoroacetyl)-3,4-dihydro-2H-quinolin-4-yl]-4H-pyrimido[4,5-d]pyrimidin-2-one CN1C(N(CC=2C1=NC(=NC2)NC2=CC=C(C=C2)N2CCN(CC2)C)[C@H]2CCN(C1=C(C=CC=C21)C)C(C(F)(F)F)=O)=O